C1(CCCCC1)[C@@H](C(=O)NC1=CC=C(C=C1)C=1C(=[N+](C=CC1C)[O-])C)NC(=O)C1=CC=C2N1CCNC2 (S)-3-(4-(2-cyclohexyl-2-(1,2,3,4-tetrahydropyrrolo[1,2-a]pyrazine-6-carboxamido)acetamido)phenyl)-2,4-dimethylpyridine 1-oxide